5-(6-fluorobenzo[d]Oxazol-2-yl)isonicotinic acid FC1=CC2=C(N=C(O2)C2=CN=CC=C2C(=O)O)C=C1